ClC(C)[Si](Cl)(OC)OC 1-chloroethyldimethoxychlorosilane